5-[2-[5-(2-aminoethyl)pyridin-2-yl]-5-fluorophenoxy]-N,N-diethyl-1-methylpyrazole-3-amine NCCC=1C=CC(=NC1)C1=C(OC2=CC(=NN2C)N(CC)CC)C=C(C=C1)F